C1(=CC=CC=C1)C=1C=C(CN(CCO)OCC)C=CC1C1=CC=CC=C1 2-(3,4-diphenyl-ethoxybenzyl-amino)ethanol